FC1(CCC=2C1=NC(N(C2)O)SC)F 7,7-difluoro-N'-hydroxy-2-(methylthio)-6,7-dihydro-5H-cyclopenta[d]pyrimidine